N-[4-[5-[2-(tert-butylsulfamoyl)-4-(1H-imidazol-2-ylamino)phenyl]thiazol-2-yl]cyclohexyl]carbamic acid isopropyl ester C(C)(C)OC(NC1CCC(CC1)C=1SC(=CN1)C1=C(C=C(C=C1)NC=1NC=CN1)S(NC(C)(C)C)(=O)=O)=O